6-(4-(((3R,4R)-4-hydroxy-3-(4-methyl-1-oxo-1,3-dihydroisobenzofuran-5-yl)piperidin-1-yl)methyl)-1H-pyrazol-1-yl)-4-methylnicotinonitrile O[C@H]1[C@@H](CN(CC1)CC=1C=NN(C1)C1=NC=C(C#N)C(=C1)C)C=1C(=C2COC(C2=CC1)=O)C